BrC=1C=CC=C2C=CC=C(C12)C(=O)O 8-bromonaphthalene-1-carboxylic acid